OCC1=NC=CC(=C1)B(O)O 2-(hydroxymethyl)pyridine-4-boronic acid